4-(4-hydroxybutoxy)-1-oxoisoindoline OCCCCOC1=C2CNC(C2=CC=C1)=O